N1=CC=CC2=CC=C(C=C12)C=1N(C2=CC=CC=C2C1)CC1CCCCC1 quinolin-7-yl-1-(cyclohexylmethyl)-1H-indole